NCCCCCCCCCCC aminoundecane